C1(=CC=CC=C1)S(=O)(=O)[C@@H]1[C@H]2C(CC([C@@H](C1)N2CC2=CC=CC=C2)N)C(F)(F)F (1R,5R,6S)-6-(benzenesulfonyl)-8-benzyl-4-(trifluoromethyl)-8-azabicyclo[3.2.1]octan-2-amine